C(#N)[C@H](C)NC(C1=NC=C(C=C1)C1=NC(=NC=C1C)NC=1C=NN(C1)C1CC1)=O (S)-N-(1-cyanoethyl)-5-(2-((1-cyclopropyl-1H-pyrazol-4-yl)amino)-5-methylpyrimidin-4-yl)picolinamide